1-(3-(1-(6-(4-(3H-imidazo[4,5-b]pyridin-7-yl)-1H-pyrazol-1-yl)pyridin-3-yl)-2,2,2-trifluoro-1-hydroxyethyl)azetidin-1-yl)ethanone N1=CNC2=NC=CC(=C21)C=2C=NN(C2)C2=CC=C(C=N2)C(C(F)(F)F)(O)C2CN(C2)C(C)=O